3-(CARBAMOYLAMINO)BUTANOIC ACID C(N)(=O)NC(CC(=O)O)C